2-(1-propioloylpiperidin-2-yl)-1H-imidazole-5-carboxamide C(C#C)(=O)N1C(CCCC1)C=1NC(=CN1)C(=O)N